O=C1N(CCC12C=C(C(CC2)=O)C#N)C2=CC=CC=C2 1,8-dioxo-2-phenyl-2-azaspiro[4.5]dec-6-ene-7-carbonitrile